5-(4-bromophenyl)-6-hydroxy-2-isopropylpyran BrC1=CC=C(C=C1)C=1C=CC(OC1O)C(C)C